tert-butyl (S)-(1-(5-carbamoyl-4-((2-(3,6-dihydro-2H-pyran-4-yl)-6-(prop-1-en-2-yl)pyridin-4-yl)amino)pyrimidin-2-yl)piperidin-3-yl)carbamate C(N)(=O)C=1C(=NC(=NC1)N1C[C@H](CCC1)NC(OC(C)(C)C)=O)NC1=CC(=NC(=C1)C(=C)C)C=1CCOCC1